4-(4-chlorophenyl)dibenzo[b,d]Thiophene ClC1=CC=C(C=C1)C1=CC=CC2=C1SC1=C2C=CC=C1